C(C)(C)(C)OC(=O)N1CC(N(CC1)C)C(=O)N1CCN(CC1)C1=NC=C(C=C1)C#N 3-(4-(5-Cyanopyridin-2-yl)piperazine-1-carbonyl)-4-methylpiperazine-1-carboxylic acid tert-butyl ester